ClC1=C(C=CC=C1)C1=C(C(=CC=C1)CCCN1CCN(CC1)C)C 2-chloro-2'-methyl-3'-(3-(4-methylpiperazin-1-yl)propyl)-[1,1'-biphenyl]